Cyclopentyl-(2-(5-(p-tolyl)-1H-imidazol-2-yl)piperidin-1-yl)methanone (2S)-2-(1,1-dimethylpropoxy)-propyl-propionate CC(CC)(O[C@H](COC(CC)=O)C)C.C1(CCCC1)C(=O)N1C(CCCC1)C=1NC(=CN1)C1=CC=C(C=C1)C